ClC1=C(C=C(C=C1)C1=C(NC2=C(C=CC=C12)C)C(=O)O)C(F)(F)F 3-(4-chloro-3-(trifluoromethyl)phenyl)-7-methyl-1H-indole-2-carboxylic acid